3-(5,5'-diallyl-2,2'-dihydroxy-[1,1'-biphenyl]-3-yl)-1-(4-fluorophenyl)prop-2-en-1-one C(C=C)C=1C=C(C(=C(C1)C1=C(C=CC(=C1)CC=C)O)O)C=CC(=O)C1=CC=C(C=C1)F